ClC1=C(C(=C(OCS(=O)(=O)C=2SCC(N2)(C)C)C(=C1F)F)F)F (((4-chloro-2,3,5,6-tetrafluorophenoxy)methyl)sulfonyl)-4,4-dimethyl-4,5-dihydrothiazole